FC(C(=O)O)(F)F.CN1C[C@H]2N(C[C@H]2CC1)C=1SC2=C(N=NC(=C2)C2=C(C=C(C=C2)C=2C=NNC2)O)N1 2-{6-[(1s,6r)-3-methyl-3,8-diazabicyclo[4.2.0]oct-8-yl][1,3]thiazolo[4,5-c]pyridazin-3-yl}-5-(1H-pyrazol-4-yl)phenol trifluoroacetate